FC1=C(C=CC(=C1)C=1C=C2/C(/CCC2=CC1)=N/O)O 2-fluoro-4-[(3E)-3-(hydroxyimino)-2,3-dihydro-1H-inden-5-yl]phenol